ClC1=C(C=CC(=C1)Cl)[C@@H](C)NC=1C=2C(N=C(N1)N1CC(C1)[C@@H]1CN(CCC1)C(CO)CO)=CN(N2)C 2-[(3R)-3-[1-(7-{[(1R)-1-(2,4-dichlorophenyl)ethyl]amino}-2-methylpyrazolo[4,3-d]pyrimidin-5-yl)azetidin-3-yl]piperidin-1-yl]propane-1,3-diol